N-(3,6-dimethyl-9H-xanthen-9-yl)-5-(hydroxymethyl)-2-oxo-6-(trifluoromethyl)-1,2-dihydropyridine-3-carboxamide CC=1C=CC=2C(C3=CC=C(C=C3OC2C1)C)NC(=O)C=1C(NC(=C(C1)CO)C(F)(F)F)=O